copper (II) monobutyl phthalate C(C=1C(C(=O)[O-])=CC=CC1)(=O)OCCCC.[Cu+2]